N[C@@H]1CN(CC[C@H]1F)C1=NC2=C(N1CC(=O)N1C(COCC1C)C)C=C(C=C2)F 2-(2-((3R,4R)-3-Amino-4-fluoropiperidin-1-yl)-6-fluoro-1H-benzo[d]imidazol-1-yl)-1-(3,5-dimethylmorpholino)ethan-1-on